(S)-6-(3-Methoxypyrrolidin-1-yl)quinoline-4-carboxylic acid methyl ester COC(=O)C1=CC=NC2=CC=C(C=C12)N1C[C@H](CC1)OC